C(CCCCC)OC(NC1=C(C=C(C=C1)N(C)CC=1SC(=CC1)Cl)Cl)=O {2-Chloro-4-[(5-chloro-thiophen-2-ylmethyl)-(methyl)amino]-phenyl}-carbamic acid hexyl ester